FC1=C(C(=C(C(=C1[B-](C1=C(C(=C(C(=C1F)F)F)F)F)(C1=C(C(=C(C(=C1F)F)F)F)F)C1=C(C(=C(C(=C1F)F)F)F)F)F)F)F)F.C(CCCCCCCCCCCCCCCCC)[NH+](C1=CC=CC=C1)CCCCCCCCCCCCCCCCCC N,N-bis(octadecyl)anilinium tetrakis(pentafluorophenyl)borate